3-(N-ethylamino)propyltrimethoxysilane (E)-3-(4-(butylthio)-7-(diethylamino)-6-nitro-2-oxo-2H-chromen-3-yl)-2-cyanoacrylate C(CCC)SC1=C(C(OC2=CC(=C(C=C12)[N+](=O)[O-])N(CC)CC)=O)/C=C(/C(=O)O)\C#N.C(C)NCCC[Si](OC)(OC)OC